OC(C=O)CC=O hydroxy-1,4-butanedialdehyde